C[Zr](C1(C=CC=C1)C)(C1(C=CC=C1)CCC)C dimethyl-(propylcyclopentadienyl)(methylcyclopentadienyl)zirconium